NC1CC(C1)NC(CNC(C1=C(C=C(C=C1)NC=1C=2N(C=CN1)C(=CN2)C=2C(=NN(C2)CC(F)F)C(F)(F)F)CC)=O)=O N-[2-[(3-aminocyclobutyl)amino]-2-oxo-ethyl]-4-[[3-[1-(2,2-difluoroethyl)-3-(trifluoromethyl)pyrazol-4-yl]imidazo[1,2-a]pyrazin-8-yl]amino]-2-ethyl-benzamide